ClC1=C(C(=O)N2COC3=C(C2)C=CC=C3C3=CC(=C(C(=O)O)C=C3F)N3C2COCC3CC2)C(=CC(=C1)N1CC2(C1)OCC[C@@H]2OC)Cl 4-[3-[2,6-Dichloro-4-[(8S)-8-methoxy-5-oxa-2-azaspiro[3.4]oct-2-yl]benzoyl]-2,4-dihydro-1,3-benzoxazin-8-yl]-5-fluoro-2-(3-oxa-8-azabicyclo[3.2.1]oct-8-yl)benzoic acid